6-bromo-7-tert-butyl-8-deuteromethyl-2-trifluoromethyl-2H-benzopyran-3-carboxylic acid BrC=1C(=C(C2=C(C=C(C(O2)C(F)(F)F)C(=O)O)C1)C[2H])C(C)(C)C